15,18,21-tetracosatrienoic acid C(CCCCCCCCCCCCCC=CCC=CCC=CCC)(=O)O